C(C)OC1=CC=C(CN2C[C@@H](N(C[C@H]2CC)C=2C3=C(N(C(N2)=O)C)C=CC(=N3)C#N)C)C=C1 4-((2s,5r)-4-(4-ethoxybenzyl)-5-ethyl-2-methylpiperazin-1-yl)-1-methyl-2-oxo-1,2-dihydropyrido[3,2-d]pyrimidine-6-carbonitrile